(1-Benzylpiperidin-4-yl)-N-(2,4-dimethylphenyl)-2-furoamide C(C1=CC=CC=C1)N1CCC(CC1)C1=C(OC=C1)C(=O)NC1=C(C=C(C=C1)C)C